C(=O)(O)CCNC=1C=C(C(=O)O)C=CC1OC 3-(2-carboxyethylamino)-4-methoxy-benzoic acid